3,5-bis(2-dodecylthiocarbothioyl-1-oxopropoxy)benzoic acid C(CCCCCCCCCCC)SC(=S)C(C(OC=1C=C(C(=O)O)C=C(C1)OC(C(C)C(=S)SCCCCCCCCCCCC)=O)=O)C